2,2-bis(trifluoromethyl)-1,3-dioxepan-4-one FC(C1(OCCCC(O1)=O)C(F)(F)F)(F)F